FC1=CC=C(OC=2C=CC(=NC2)NC(C(C)N2CCN(CC2)C2=C3CNC(C3=CC=C2)=O)=O)C=C1 N-(5-(4-fluorophenoxy)pyridin-2-yl)-2-(4-(1-oxoisoindolin-4-yl)piperazin-1-yl)propanamide